NCC(CC(=O)NCC(CNC(C1=C(C=C(C=C1)NC=1C=2N(C=CN1)C(=CN2)C2=C(C(=C(C=C2)OC)F)F)CC)=O)O)O N-[3-[(4-amino-3-hydroxy-butanoyl)amino]-2-hydroxy-propyl]-4-[[3-(2,3-difluoro-4-methoxy-phenyl)imidazo[1,2-a]pyrazin-8-yl]amino]-2-ethyl-benzamide